FC(C(=O)O)(F)F.C1(CC1)C1=C(N=C(N1)C1=NC=CC(=C1)C=1C=NC=C(C1)N1CCOCC1)C 4-(2'-(5-Cyclopropyl-4-methyl-1H-imidazol-2-yl)-3,4'-bipyridin-5-yl)morpholine trifluoroacetate salt